N[C@H]1CN(C[C@@H](C1)F)C(=O)C=1C=CC=2N(C1)N=C(C2C)C=2N(C1=C(C=CC=C1C2)C2CN(C2)C(COC)=O)CC2CC2 1-(3-(2-(6-((3R,5R)-3-Amino-5-fluoropiperidine-1-carbonyl)-3-methylpyrazolo[1,5-a]pyridin-2-yl)-1-(cyclopropylmethyl)-1H-indol-7-yl)azetidin-1-yl)-2-methoxyethan-1-one